[4-(1-methylimidazol-2-yl)phenyl]boronic acid CN1C(=NC=C1)C1=CC=C(C=C1)B(O)O